N-(4-(4-((1R,5S)-3-oxa-8-azabicyclo[3.2.1]octan-8-yl)-7H-pyrrolo[2,3-d]pyrimidin-6-yl)phenyl)-4-(((R)-3-(2-((3-fluoroazetidin-1-yl)methyl)acrylamido)piperidin-1-yl)methyl)picolinamide [C@H]12COC[C@H](CC1)N2C=2C1=C(N=CN2)NC(=C1)C1=CC=C(C=C1)NC(C1=NC=CC(=C1)CN1C[C@@H](CCC1)NC(C(=C)CN1CC(C1)F)=O)=O